5-((tert-butyldimethylsilyl)oxy)-3-iodo-6-methyl-1-(tetrahydro-2H-pyran-2-yl)-1H-indazole [Si](C)(C)(C(C)(C)C)OC=1C=C2C(=NN(C2=CC1C)C1OCCCC1)I